(E)-2-hydroxy-4-methoxy-6-(2,4-dimethoxystyryl)benzoic acid methyl ester COC(C1=C(C=C(C=C1\C=C\C1=C(C=C(C=C1)OC)OC)OC)O)=O